C[C@@H]1N(C[C@H](C(C1)=O)C)C(=O)OCC1=CC=CC=C1 benzyl (2S,5R)-2,5-dimethyl-4-oxo-piperidine-1-carboxylate